(S)-(1-((4-(4-methyl-6-oxo-1,6-dihydropyridin-3-yl)phenyl)amino)-1-Oxo-3,3-diphenylpropan-2-yl)carbamic acid tert-butyl ester C(C)(C)(C)OC(N[C@H](C(=O)NC1=CC=C(C=C1)C1=CNC(C=C1C)=O)C(C1=CC=CC=C1)C1=CC=CC=C1)=O